CC(=O)N[C@H]1CCNC1 (3S)-(-)-3-acetamidopyrrolidine